chloro(tripyrrolidin-1-yl)phosphonium Cl[P+](N1CCCC1)(N1CCCC1)N1CCCC1